C(C)[Zr](NC)(CC)(CC)CC tetrakisethylmethylaminozirconium